FC(CN1C(=NC=2C1=NC(=CN2)C2=CNC=1N=C(N=C(C12)NC)NC1CCC2(COC2)CC1)C)F 5-(1-(2,2-difluoroethyl)-2-methyl-1H-imidazo[4,5-b]pyrazin-6-yl)-N4-methyl-N-(2-oxaspiro[3.5]nonan-7-yl)-7H-pyrrolo[2,3-d]pyrimidine-2,4-diamine